FC1=C(C=CC(=C1)F)C(CN1N=NC(=C1)COC1=CC=C(C=C1)C(C=CC1=CC=CC=C1)=O)(CN1N=CN=C1)O 1-[4-[[1-[2-(2,4-Difluorophenyl)-2-hydroxy-3-(1,2,4-triazol-1-yl)propyl]triazol-4-yl]methoxy]phenyl]-3-phenylprop-2-en-1-one